tert-butyl 2-(3-(indolin-4-yl)-2-methylphenyl)-3a,6,7,7a-tetrahydrothiazolo[5,4-c]pyridine-5(4H)-carboxylate N1CCC2=C(C=CC=C12)C=1C(=C(C=CC1)C=1SC2CN(CCC2N1)C(=O)OC(C)(C)C)C